C(C)(=O)O[C@H]1[C@H](O[C@H]([C@@H]([C@H]1N1N=NC(=C1)C1=CC(=CC=C1)F)OC(C)=O)NS(=O)(=O)C1=CC=CC=C1)COC(C)=O (2R,3R,4S,5R,6R)-2-(acetoxymethyl)-4-(4-(3-fluorophenyl)-1H-1,2,3-triazol-1-yl)-6-(phenylsulfonamido)tetrahydro-2H-pyran-3,5-diyl diacetate